FC1=CC=C2C(CNC2=C1)(C)C 6-fluoro-3,3-dimethylindoline